BrC=1C(OC(C1Br)C1=CC=CC=C1)=O 3,4-Dibromo-5-phenyl-furan-2(5H)-one